O=CCCC(=O)O 4-oxobutanoic Acid